OC(C=C)CCCC=C 3-hydroxy-1,7-octadiene